COC([O-])=O.CCC(CC(CCC)CC)C=1NC=C[NH+]1 1,3-di-2-ethylhexylimidazolium methylcarbonate salt